C12(CC3CC(CC(C1)C3)C2)NS(=O)(=O)C2=C(C=CC=C2)OC(F)(F)F N-(Tricyclo[3.3.1.13,7]dec-1-yl)-2-(trifluoromethoxy)benzenesulfonamide